FC(C(=O)N1CC2(CC1)CC(CC2)N2N=C(C1=NC=CC=C12)C1=CC=C(C=C1)C(F)(F)F)=C 2-fluoro-1-(7-(3-(4-(trifluoro-methyl)phenyl)-1H-pyrazolo[4,3-b]pyridin-1-yl)-2-azaspiro[4.4]-nonan-2-yl)prop-2-en-1-one